ethyl (S)-2-(7-bromo-4-oxoquinazolin-3(4H)-yl)-2-(3-chlorophenyl)acetate BrC1=CC=C2C(N(C=NC2=C1)[C@H](C(=O)OCC)C1=CC(=CC=C1)Cl)=O